3-((2-isopropoxyethyl)amino)-1H-pyrrole-2-carboxylic acid ethyl ester hydrochloride Cl.C(C)OC(=O)C=1NC=CC1NCCOC(C)C